7-(cyanomethyl)-3-((3-isopropoxy-3-oxopropyl)amino)benzo[e][1,2,4]Triazine-1-oxide C(#N)CC1=CC2=C(N=C(N=[N+]2[O-])NCCC(=O)OC(C)C)C=C1